cyclopropyl((CIS)-2-((((CIS)-4-isopropylcyclohexyl)oxy)methyl)-3-(1H-pyrazol-3-yl)piperidin-1-yl)methanone C1(CC1)C(=O)N1[C@H]([C@H](CCC1)C1=NNC=C1)CO[C@@H]1CC[C@@H](CC1)C(C)C